BrC=1C=CC2=C(C(=NCC(N2)=NN)C2=C(C=CC=C2F)F)C1Cl 7-bromo-6-chloro-5-(2,6-difluorophenyl)-1,3-dihydro-1,4-benzodiazepin-2-one hydrazone